5,6-dihydro-4H-cyclopenta[d]thiazole-4-carbaldehyde S1C=NC2=C1CCC2C=O